β-aminopropionate NCCC(=O)[O-]